methyl (S)-8-hydroxy-5,6,7,8-tetrahydronaphthalene-2-carboxylate O[C@H]1CCCC=2C=CC(=CC12)C(=O)OC